BrC=1C=CC=2NC(N3CCCC(C1C23)=O)=O 5-bromo-8,9-dihydro-2,9a-diazabenzo[ct]azulene-1,6(2H,7H)-dione